(R)-4-(1-(2-((4-fluorobenzyl)oxy)-3-methylbutanoylamino)cyclopropyl)benzoic acid FC1=CC=C(CO[C@@H](C(=O)NC2(CC2)C2=CC=C(C(=O)O)C=C2)C(C)C)C=C1